C(#CC)C(CNC(O)=O)CCCC.C1(CC1)C=1C=C(C=CC1)S(=O)(=O)NC=1C=C(C=CC1F)C1=CC(=CC(=C1)F)OC(F)F 3-cyclopropyl-N-(3'-(difluoromethoxy)-4,5'-difluoro-[1,1'-biphenyl]-3-yl)benzenesulfonamide 2-propynyl-n-hexylcarbamat